BrC1=C(C=CC=C1)C([C@@]1(C[C@H](N(C1)C(=O)OC(C)(C)C)C(=O)OC)C(=O)OC)O 1-(t-butyl) 2,4-dimethyl (2S,4S)-4-((2-bromophenyl)(hydroxy)methyl)pyrrolidine-1,2,4-tricarboxylate